5-(4-Acetylpiperazine-1-carbonyl)-1,3-dihydrobenzimidazol-2-one C(C)(=O)N1CCN(CC1)C(=O)C1=CC2=C(NC(N2)=O)C=C1